N=1C=NN2C1C=C(C=C2)OC2=C(C=C(C=C2)NC2=NC=NC1=CC=C(C(=C21)OC2CN(CCC2(F)F)C)OC)C N-(4-([1,2,4]triazolo[1,5-a]pyridin-7-yloxy)-3-methylphenyl)-5-((4,4-difluoro-1-methylpiperidin-3-yl)oxy)-6-methoxyquinazolin-4-amine